N1N=C(N=C1)C=1N=C(OC1)C1=C2C=C(N=CC2=C(N=C1)NC)C1(CC1)C(=O)N (5-(4-(1H-1,2,4-triazol-3-yl)oxazol-2-yl)-8-(methylamino)-2,7-naphthyridin-3-yl)cyclopropanecarboxamide